tert-butyl 3,3-dimethyl-4-(4,4,5,5-tetramethyl-1,3,2-dioxaborolan-2-yl)-3,6-dihydropyridine-1(2H)-carboxylate CC1(CN(CC=C1B1OC(C(O1)(C)C)(C)C)C(=O)OC(C)(C)C)C